C(OC1=CC=C2C3=C1O[C@@H]1[C@]34CCN(C([C@@]4(CCC1=C)O)C2)CC2CC2)(OCCCCCCCCCCCCCCCC)=O (4aS,7aS,12bS)-3-(cyclopropylmethyl)-4a-hydroxy-7-methylene-2,3,4,4a,5,6,7,7a-octahydro-1H-4,12-methanobenzofuro[3,2-e]isoquinolin-9-yl hexadecyl carbonate